4-[6-[(2,4-Dimethoxyphenyl)methylcarbamoyl]-1-methyl-pyrazolo[4,3-c]pyridin-4-yl]oxazole-5-carboxylic acid ethyl ester C(C)OC(=O)C1=C(N=CO1)C1=NC(=CC2=C1C=NN2C)C(NCC2=C(C=C(C=C2)OC)OC)=O